ClC1=NC=C2N(C(N(C2=N1)C1CCN(CC1)C(CC1=NN=C2N1C=C(C(=C2)C)[N+](=O)[O-])=O)=O)C 2-chloro-7-methyl-9-(1-(2-(7-methyl-6-nitro-[1,2,4]triazolo[4,3-a]pyridin-3-yl)acetyl)piperidin-4-yl)-7,9-dihydro-8H-purin-8-one